FC1=CC=C(C=C1)N1C(NC=C(C1=O)C(=O)N)=S=O 3-(4-fluorophenyl)-4-oxo-2-sulfinyl-1H-pyrimidine-5-carboxamide